Ethyl ((2-(2-methoxy-7-methylquinoxalin-5-yl)-7,8-dihydrobenzofuro[5,4-d]thiazol-7-yl) methyl)carbamate COC1=NC2=CC(=CC(=C2N=C1)C=1SC2=C(N1)C=CC1=C2CC(O1)CNC(OCC)=O)C